ClC1=CC(=C(C=C1)C=1C=2N(C(=NN1)N[C@H]1COCCC1)C=NC2)OC 1-(4-chloro-2-methoxy-phenyl)-N-[(3R)-tetrahydropyran-3-yl]imidazo[1,5-d][1,2,4]triazin-4-amine